di-n-butyl 2,3-dichloro-maleate Cl/C(/C(=O)OCCCC)=C(/C(=O)OCCCC)\Cl